(2S,4R)-1-(2-(3-acetyl-5-(imidazo[1,2-a]pyrimidin-3-yl)-1H-indazol-1-yl)acetyl)-N-(6-bromopyridin-2-yl)-4-fluoropyrrolidine-2-carboxamide C(C)(=O)C1=NN(C2=CC=C(C=C12)C1=CN=C2N1C=CC=N2)CC(=O)N2[C@@H](C[C@H](C2)F)C(=O)NC2=NC(=CC=C2)Br